(R)-N-(6-(1-((3R,4R)-4-hydroxy-3-methyltetrahydrofuran-3-yl)piperidin-4-yl)-7-methylisoquinolin-3-yl)-2,2-dimethyltetrahydro-2H-pyran-4-carboxamide O[C@@H]1[C@](COC1)(C)N1CCC(CC1)C=1C=C2C=C(N=CC2=CC1C)NC(=O)[C@H]1CC(OCC1)(C)C